N-(4-((3-(ethoxymethyl)-3-phenethylpyrrolidin-1-yl)methyl)phenyl)acetamide HCl salt Cl.C(C)OCC1(CN(CC1)CC1=CC=C(C=C1)NC(C)=O)CCC1=CC=CC=C1